hexanitrocobalt (III) [N+](=O)([O-])[Co-3]([N+](=O)[O-])([N+](=O)[O-])([N+](=O)[O-])([N+](=O)[O-])[N+](=O)[O-]